1,5-diazabicyclo[4.3.0]nonene-5-benzoate N12C=CCN(C2CCC1)C1=CC=CC=C1C(=O)[O-]